3,5-Difluoro-2-(2-(2-hydroxy-propan-2-yl)pyrimidin-4-yl)isonicotinic acid methyl ester COC(C1=C(C(=NC=C1F)C1=NC(=NC=C1)C(C)(C)O)F)=O